C[C@H]1N(C[C@@H]([C@H]([C@@H]1O)O)O)C[C@@H]1CN(CC1)C1=CSC=C1 (2R,3R,4R,5s)-2-methyl-1-(((R)-1-(thiophen-3-yl)pyrrolidin-3-yl)methyl)piperidin-3,4,5-triol